CC(CC(C)=O)=O.[Cr] chromium (2,4-pentanedione)